ClC=1C=CC(=NC1)NCC1N(C2CC(C1C)C2)C(=O)C2=NC(=CC=C2N2N=CC=N2)C trans-5-Chloro-N-({4-methyl-2-[6-methyl-3-(2H-1,2,3-triazol-2-yl)pyridin-2-carbonyl]-2-azabicyclo[3.1.1]heptan-3-yl}methyl)pyridin-2-amin